5-Bromo-6-(1-(3-chloropyridin-2-yl)-3-(trifluoromethyl)-1H-pyrazol-5-carboxamido)-N-isopropylpyrazolo[1,5-a]pyridin-7-carboxamid BrC1=CC=2N(C(=C1NC(=O)C1=CC(=NN1C1=NC=CC=C1Cl)C(F)(F)F)C(=O)NC(C)C)N=CC2